C1(=CC=CC=C1)C1CC(C(C(C1)=O)=CNC=1C=NC=CC1)=O 5-phenyl-2-((pyridin-3-ylamino)methylene)cyclohexane-1,3-dione